COC=1C=C2C(=NC(=NC2=CC1OC)C)NC(C)C=1SC(=CC1)C1=CC2=C(N(CCO2)C)C=C1 6,7-dimethoxy-2-methyl-N-{1-[5-(4-methyl-3,4-dihydro-2H-1,4-benzoxazin-7-yl)thiophen-2-yl]ethyl}quinazolin-4-amine